2-(4-allyl-2-methoxyphenoxy)acetic acid C(C=C)C1=CC(=C(OCC(=O)O)C=C1)OC